1-[2-cyano-4-(trifluoromethyl)phenyl]-N-[(2R)-2-(dimethylamino)-3-hydroxypropyl]-4-{2'-ethoxy-3-fluoro-[2,3'-bipyridin]-5-yl}piperidine-4-carboxamide C(#N)C1=C(C=CC(=C1)C(F)(F)F)N1CCC(CC1)(C(=O)NC[C@H](CO)N(C)C)C=1C=C(C(=NC1)C=1C(=NC=CC1)OCC)F